6-(4-([1,1'-biphenyl]-4-ylmethyl)-2-methylthiophene-3-carboxamido)spiro[3.3]heptane-2-carboxylic acid C1(=CC=C(C=C1)CC=1C(=C(SC1)C)C(=O)NC1CC2(CC(C2)C(=O)O)C1)C1=CC=CC=C1